C(C)(C)(C)OC(=O)N1C[C@H](CCC1)C(NC=1C=CC=C2C=CC=NC12)=O (3S)-3-(8-quinolinylcarbamoyl)piperidine-1-carboxylic acid tert-butyl ester